C(C)(C)(C)OC(=O)N(C1=CC=C(C(=O)OC)C=C1)[C@@H]1C[C@@H](N(C2=CC=CC=C12)C(CC)=O)C Methyl 4-((tert-butoxycarbonyl) ((2S,4R)-2-methyl-1-propionyl-1,2,3,4-tetrahydroquinolin-4-yl)amino)benzoate